ClC1=NC(=CC=C1NC(CN1C=2N(C(C(=C1CC)N1CCNCC1)=O)N=C(N2)C2=CCCCO2)=O)C(F)(F)F N-(2-chloro-6-(trifluoromethyl)pyridin-3-yl)-2-(2-(3,4-dihydro-2H-pyran-6-yl)-5-ethyl-7-oxo-6-(piperazin-1-yl)-[1,2,4]triazolo[1,5-a]pyrimidin-4(7H)-yl)acetamide